C(C)(C)(C)OC([C@@H](NC(CN)=O)CC1=CC=C(C=C1)OCC(=O)NCCN1C(C=CC1=O)=O)=O glycyl-O-(2-{[2-(2,5-dioxo-2,5-dihydro-1H-pyrrol-1-yl)ethyl]amino}-2-oxoethyl)-L-tyrosine tert-butyl ester